tert-butyl (E)-2-(2,6-diisopropyl-4-(3-(6-(methylthio)benzofuran-2-yl)-3-oxoprop-1-en-1-yl)phenoxy)-2-methylpropanoate C(C)(C)C1=C(OC(C(=O)OC(C)(C)C)(C)C)C(=CC(=C1)\C=C\C(=O)C=1OC2=C(C1)C=CC(=C2)SC)C(C)C